FC(C(C(C(C(C(F)(F)F)(F)F)(F)F)(F)F)(F)F)(F)P([O-])(=O)C(C(C(C(C(C(F)(F)F)(F)F)(F)F)(F)F)(F)F)(F)F.[Na+] Sodium bis(perfluorohexyl)phosphinate